BrC=1C(=NC(=NC1)C)C(=O)N[C@@H](CCl)CC1=C(C=C(C=C1)C)C |r| 5-bromo-N-[(2RS)-1-chloro-3-(2,4-dimethylphenyl)propan-2-yl]-2-methylpyrimidine-4-carboxamide